BrCC(=O)C1(CC(OC2=C(C=CC=C12)CCC(=O)OCC)C)C Ethyl 3-[4-(2-bromoacetyl)-2,4-dimethyl-chroman-8-yl]propanoate